4,4'-isopropylidenebis(o-cresol) C(C)(C)(C=1C=C(C(=CC1)O)C)C=1C=C(C(=CC1)O)C